6-chloro-N-{3-[2-(4-chloro-3-fluorophenoxy)acetamido]bicyclo[1.1.1]pentan-1-yl}-4-(oxacyclohexane-4-carbonyl)-3,4-dihydro-2H-1,4-benzoxazine-2-carboxamide ClC=1C=CC2=C(N(CC(O2)C(=O)NC23CC(C2)(C3)NC(COC3=CC(=C(C=C3)Cl)F)=O)C(=O)C3CCOCC3)C1